C(C)N1N=C(C=C1)C=1C(=CC(=NC1)NC(C)=O)NC1=CC(=CC(=C1)S(=O)(=O)C)C N-(5-(1-ethyl-1H-pyrazol-3-yl)-4-((3-methyl-5-(methylsulfonyl)phenyl)amino)pyridin-2-yl)acetamide